3-Cyano-6-(3,4-dimethylphenyl)-4-oxo-4,5-dihydropyrazolo[1,5-a]pyrazine-2-carboxylic acid C(#N)C=1C(=NN2C1C(NC(=C2)C2=CC(=C(C=C2)C)C)=O)C(=O)O